C(C)N(CC)CC=1C=CC=2N(C1)C=C(N2)CNC(=O)C=2N=C1N(C(C2)=O)C=CC=C1 N-({6-[(diethylamino)methyl]imidazo[1,2-a]pyridin-2-yl}methyl)-4-oxo-4H-pyrido[1,2-a]pyrimidine-2-carboxamide